C(#C)C12CC(C1)(C2)NC(COC2(CCC2)OC(F)(F)F)=O N-(3-ethynylbicyclo[1.1.1]pent-1-yl)-2-(3-cis-(trifluoromethoxy)cyclobutoxy)acetamide